CC=1C=NN(C1)CC(=O)O (4-METHYL-1H-PYRAZOL-1-YL)ACETIC ACID